Lithium-Cobalt-Oxid [Co]=O.[Li]